CHOLINE PROPIONATE C(CC)(=O)OCC[N+](C)(C)C